tert-butyl 4-{3-carbamoyl-2-[4-(2,4-difluorophenoxy)phenyl]-2H-pyrazolo[4,3-b]pyridin-7-yl}piperazine-1-carboxylate C(N)(=O)C=1N(N=C2C1N=CC=C2N2CCN(CC2)C(=O)OC(C)(C)C)C2=CC=C(C=C2)OC2=C(C=C(C=C2)F)F